N-tert-butyl-3-((2S)-2-hydroxy-3-(8-(naphthalen-2-ylsulfonyl)-1-oxa-8-azaspiro[4.5]decan-3-ylamino)propoxy)benzenesulfonamide C(C)(C)(C)NS(=O)(=O)C1=CC(=CC=C1)OC[C@H](CNC1COC2(C1)CCN(CC2)S(=O)(=O)C2=CC1=CC=CC=C1C=C2)O